[Ir].ClC1C(C(=C(C(=C(CC1)C)C)C)C)(C)Cl dichloro(pentamethylcyclooctadiene) iridium